N-(3-chloro-4-fluorophenyl)-7-fluoro-1-(ethylsulfonamido)-2,3-dihydro-1H-indene-4-carboxamide ClC=1C=C(C=CC1F)NC(=O)C=1C=2CCC(C2C(=CC1)F)NS(=O)(=O)CC